C1[C@H]([C@H]([C@@H](C(O1)O)O)O[C@@H]2[C@@H]([C@H]([C@@H]([C@H](O2)CO)O)O)O)O The molecule is a disaccharide consisting of alpha-D-glucopyranose and D-arabinopyranose residues joined in sequence by a (1->3) glycosidic bond. It derives from an alpha-D-glucose and a D-arabinopyranose.